[Si](OCCC)(OCCC)(OCCC)OCCC Tetrapropyl silicate